BrC=1C=CC=2C3=C(C(=NC2C1)NC(C1=CC=CC=C1)=O)N=C(S3)CCCC N-(7-bromo-2-butylthiazolo[4,5-c]quinolin-4-yl)benzamide